N-(3-fluorophenyl)-1-phenyl-1H-indazole-3-carboxamide FC=1C=C(C=CC1)NC(=O)C1=NN(C2=CC=CC=C12)C1=CC=CC=C1